BrCC1=C(C=C(C=N1)C=1OC(=NN1)C(F)F)F 2-(6-(bromomethyl)-5-fluoro-3-pyridinyl)-5-(difluoromethyl)-1,3,4-oxadiazole